C(C=C)(=O)N1C[C@H]2COC=3C4=C(N=CN=C4C=C(C3Cl)C3=CC=C(C=4SC(=C(C43)C#N)N)F)N2CC1 4-((5S,8aS)-10-propenoyl-6-chloro-8,8a,9,10,11,12-hexahydropyrazino[2',1':3,4][1,4]oxazepino[5,6,7-de]quinazolin-5-yl)-2-amino-7-fluorobenzo[b]thiophene-3-carbonitrile